tert-butyl (6-((6-(4-((2S,6R)-2,6-dimethylmorpholino) piperidin-1-yl)-2-methylpyridin-3-yl)amino)spiro[3.3]heptan-2-yl)carbamate C[C@@H]1O[C@@H](CN(C1)C1CCN(CC1)C1=CC=C(C(=N1)C)NC1CC2(CC(C2)NC(OC(C)(C)C)=O)C1)C